C(C)OC=1SC(=CN1)C1=NC(=NC=C1C(F)(F)F)NC1CCN(CC1)S(=O)(=O)C 4-(2-Ethoxy-1,3-thiazol-5-yl)-N-(1-methylsulfonylpiperidin-4-yl)-5-(trifluoromethyl)pyrimidin-2-amine